methyl-4-[5-methyl-4-(2-oxo-2,3-dihydro-benzooxazol-5-ylamino)-pyrimidin-2-ylamino]-benzoic acid methyl ester COC(C1=C(C=C(C=C1)NC1=NC=C(C(=N1)NC=1C=CC2=C(NC(O2)=O)C1)C)C)=O